N-(4,4-difluorocyclohexyl)-4-(3,5-dimethylisoxazol-4-yl)-2-nitroaniline FC1(CCC(CC1)NC1=C(C=C(C=C1)C=1C(=NOC1C)C)[N+](=O)[O-])F